(S)-3-(5-(4-((1-(4-((1R,2S)-2-cyclohexyl-6-hydroxy-1,2,3,4-tetrahydronaphthalen-1-yl)-3,5-difluorophenyl)piperidin-4-yl)methyl)piperazin-1-yl)-1-oxoisoindolin-2-yl)piperidine-2,6-dione C1(CCCCC1)[C@H]1[C@H](C2=CC=C(C=C2CC1)O)C1=C(C=C(C=C1F)N1CCC(CC1)CN1CCN(CC1)C=1C=C2CN(C(C2=CC1)=O)[C@@H]1C(NC(CC1)=O)=O)F